1,2,4-oxadiazoline O1N=CNC1